COC(CC)C=1NC=C[N+]1C 1-methoxypropyl-3-methyl-imidazolium